ClC1=NC=NC=C1OC1=C(C(=O)N(C2=CC=CC=C2)C(C)C)C=C(C=C1)F 2-((4-chloropyrimidin-5-yl)oxy)-5-fluoro-N-isopropyl-N-phenylbenzamide